8-Chloro-3-(3,4-dimethoxybenzoyl)-N-(3-(dimethylamino)propyl)-4-oxo-4H-chromene-2-carboxamide ClC=1C=CC=C2C(C(=C(OC12)C(=O)NCCCN(C)C)C(C1=CC(=C(C=C1)OC)OC)=O)=O